N-(3-(5-((1-acryloylazetidin-3-yl)oxy)-6-aminopyrimidin-4-yl)-5-fluoro-2-methylphenyl)-4-cyclopropyl-2-fluorobenzamide C(C=C)(=O)N1CC(C1)OC=1C(=NC=NC1N)C=1C(=C(C=C(C1)F)NC(C1=C(C=C(C=C1)C1CC1)F)=O)C